(2S)-3-cyclohexyl-2-[ethyl(9H-fluoren-9-ylmethoxycarbonyl)amino]propanoic acid C1(CCCCC1)C[C@@H](C(=O)O)N(C(=O)OCC1C2=CC=CC=C2C=2C=CC=CC12)CC